COC1=CC=C(C=C1)C(CCCCCCCCCCS(=O)(=O)[O-])=O.[Na+] sodium 11-(4-methoxyphenyl)-11-oxoundecane-1-sulfonate